C(C=C)O[Si](O[Si](O[Si](C)(C)C)(C)C)(C)C allyloxyheptamethyltrisiloxane